BrC=1C=CC(=C(C1)C(C(=O)OC)C(CCOC)=O)O methyl 2-(5-bromo-2-hydroxyphenyl)-5-methoxy-3-oxopentanoate